4-methyl-3-[(2-methyl-4-amino-5-pyrimidinyl)methyl]-5-(2-chloroethyl)thiazolium CC=1[N+](=CSC1CCCl)CC=1C(=NC(=NC1)C)N